N1=C(C=CC=C1)CNCC1=CC=C(C=C1)CN(C1CCCC=2C=CC=NC12)CCNCC=1NC=CN1 N-(2-pyridylmethyl)-N'-[2-[(1H-imidazol-2-ylmethyl)amino]ethyl]-N'-(5,6,7,8-tetrahydro-8-quinolinyl)-1,4-xylylenediamine